COC(=O)N1C2CC3CC(CC1C3)C2 (1r,3r,5r,7r)-2-azaadamantane-2-carboxylic acid methyl ester